COC(=O)C=1[C@@H](C2=C(NC1C)COC2=O)C=2C=NC=C(C2[C@@H](C)F)F (S)-4-(5-fluoro-4-((R)-1-fluoroethyl)pyridin-3-yl)-2-methyl-5-oxo-1,4,5,7-tetrahydrofurano[3,4-b]pyridine-3-carboxylic acid methyl ester